C(C)(C)(C)OC(=O)N(C1=CC(=NC=2N1N=CC2C(=O)O)NC=2C(N(C=CC2)C2CCN(CC2)C(=O)OC(C)(C)C)=O)C 7-[(tert-butoxycarbonyl)(methyl)amino]-5-({1-[1-(tert-butoxycarbonyl)piperidin-4-yl]-2-oxopyridin-3-yl}amino)pyrazolo[1,5-a]pyrimidine-3-carboxylic acid